N1=CN=CC(=C1)CC(=O)N pyrimidin-5-ylacetamide